tert-Butyl 2-((3-butyl-3-ethyl-5-(4-fluorophenyl)-7-(methylthio)-1,1-dioxido-2,3,4,5-tetrahydro-1,5-benzothiazepin-8-yl)oxy)acetate C(CCC)C1(CS(C2=C(N(C1)C1=CC=C(C=C1)F)C=C(C(=C2)OCC(=O)OC(C)(C)C)SC)(=O)=O)CC